NC=1C2=C(N=CN1)N(C=C2)C2=CC=C(CNC(=O)C=1N=NN(N1)CC1=CC=CC=C1)C=C2 N-(4-(4-Amino-7H-pyrrolo[2,3-d]pyrimidin-7-yl)benzyl)-2-benzyl-2H-tetrazole-5-carboxamide